methyl isoquinoline-6-carboxylate C1=NC=CC2=CC(=CC=C12)C(=O)OC